O1[SiH2]O[SiH2]O[SiH2]O[SiH2]O[SiH2]1 Cyclopentasilox-ane